(trans-4-{[(dimethylamino)carbonyl]amino}cyclohexyl)acetic acid CN(C(=O)N[C@@H]1CC[C@H](CC1)CC(=O)O)C